N-(6-(5-chloro-6-fluoro-7-(2,2,2-trifluoro-1-hydroxyethyl)-1H-indazol-4-yl)imidazo[1,2-a]pyridin-2-yl)-2-fluorocyclopropane-1-carboxamide ClC=1C(=C2C=NNC2=C(C1F)C(C(F)(F)F)O)C=1C=CC=2N(C1)C=C(N2)NC(=O)C2C(C2)F